C[Si](CCOCN1N=CC(=C1)C(=O)N)(C)C 1-{[2-(trimethylsilyl)ethoxy]methyl}-4-pyrazolecarboxamide